Piperazine-1-carboxylate TFA salt OC(=O)C(F)(F)F.N1(CCNCC1)C(=O)O